FC(C(=O)O)(C1=NC(=CC=C1)N=C)F difluoro[6-(methylideneamino)pyridin-2-yl]acetic acid